2-(4-hydroxyphenyl)-N,N-dimethylaminosulfonylethane OC1=CC=C(C=C1)CCS(=O)(=O)N(C)C